ClC=1C=C(C=CC1F)N(C(=O)[C@H]1N(C[C@H](C1)O)C1=NC(=CC(=N1)C)C(F)(F)F)CC (2S,4S)-N-(3-Chloro-4-fluorophenyl)-N-ethyl-4-hydroxy-1-(4-methyl-6-(trifluoromethyl)-pyrimidin-2-yl)pyrrolidine-2-carboxamide